ClC=1C=CC(=NC1)C(=O)N1CC(CC1)C1=C(C(=O)N)C=C(C=C1)OC1=C(C=CC=C1)C(C)C 2-(1-(5-chloropicolinoyl)pyrrolidin-3-yl)-5-(2-isopropylphenoxy)benzamide